(2RS)-2-(5-fluoro-2-methoxyphenyl)-2-(2H-indazol-2-yl)acetic acid FC=1C=CC(=C(C1)[C@H](C(=O)O)N1N=C2C=CC=CC2=C1)OC |r|